OC(C)(C)C=1C=C(SC1)S(=O)(N)=NC(NC1=C2C(=NC(=C1C(C)C)C)CCC2)=O 4-(2-Hydroxypropan-2-yl)-N'-((3-isopropyl-2-methyl-6,7-dihydro-5H-cyclopenta[b]pyridin-4-yl)carbamoyl)thiophene-2-sulfonimidamide